1-hydroxyhexylphenol OC(CCCCC)C1=C(C=CC=C1)O